OC1=C(C2=C(C=3CCCOC13)C(=C(C(O2)=O)CC(N2CSCC2)=O)C)C=O 6-hydroxy-1-methyl-3-oxo-2-(2-oxo-2-(thiazolidin-3-yl)ethyl)-3,8,9,10-tetrahydropyrano[3,2-f]chromen-5-carbaldehyde